aminopropyl-triethoxySilane methyl-8-fluoroimidazo[1,2-a]pyridine-7-carboxylate COC(=O)C1=C(C=2N(C=C1)C=CN2)F.NCCC[Si](OCC)(OCC)OCC